Cl.C(OC)(OC(C)C)=O methyl isopropyl carbonate hydrochloride